C(C=C)(=O)N1CCC(CC1)CC=1N(C(=C(N1)C1=CC=C(C=C1)C(NC1=NC=CC=C1)=O)C(=O)N)N 2-((1-acryloylpiperidin-4-yl)methyl)-1-amino-4-(4-(pyridin-2-ylcarbamoyl)phenyl)-1H-imidazole-5-carboxamide